N[C@@H]1CN(CC[C@H]1F)C1=NC2=C(N1CC(=O)N(C)[C@@H](C)C#N)C=C(C(=C2)F)F 2-(2-((3R,4R)-3-Amino-4-fluoropiperidin-1-yl)-5,6-difluoro-1H-benzo[d]imidazol-1-yl)-N-((S)-1-cyanoethyl)-N-methylacetamid